5-(1H-imidazol-1-yl)-2-{3-[(3S)-3-(propan-2-yl)piperazin-1-yl]-1,2,4-triazin-6-yl}phenol N1(C=NC=C1)C=1C=CC(=C(C1)O)C1=CN=C(N=N1)N1C[C@@H](NCC1)C(C)C